C1C2(CC3=CC=CC=C13)CC1=CC=CC=C1C2 1,1',3,3'-tetrahydro-2,2'-spirobi[indene]